12-[[tert-butyl(diphenyl)silyl]oxymethyl]-11-cyclopropyl-1,6,11-triazatricyclo[7.4.0.02,7]trideca-2(7),3,5,8-tetraen-10-one [Si](C1=CC=CC=C1)(C1=CC=CC=C1)(C(C)(C)C)OCC1N(C(C2=CC=3N=CC=CC3N2C1)=O)C1CC1